ethyl 2-(3-bromo-4-(4-hydroxy-3-isopropylbenzyl)-5-methylphenoxy)acetate BrC=1C=C(OCC(=O)OCC)C=C(C1CC1=CC(=C(C=C1)O)C(C)C)C